N-(6-(2-((4-(4-morpholino-7H-pyrrolo[2,3-d]pyrimidin-6-yl)phenyl)amino)-2-oxoethyl)pyridin-3-yl)acrylamide O1CCN(CC1)C=1C2=C(N=CN1)NC(=C2)C2=CC=C(C=C2)NC(CC2=CC=C(C=N2)NC(C=C)=O)=O